oxalic acid monoallyl 2-propynyl ester C(C#C)OC(C(=O)OCC=C)=O